2,7-dimethylquinoline CC1=NC2=CC(=CC=C2C=C1)C